[1-[[3-[[(4R)-2,2-dimethylchroman-4-yl]carbamoyl]-2,2-difluoro-cyclopropyl]methyl]-4,4-diethyl-6-oxo-hexahydropyrimidin-2-ylidene]ammonium CC1(OC2=CC=CC=C2[C@@H](C1)NC(=O)C1C(C1CN1C(NC(CC1=O)(CC)CC)=[NH2+])(F)F)C